FC(C(=O)O)(F)F.CN1C(N(C2=C1C=C(C=C2)C2CC(C2)OCCCNC)C2C(NC(CC2)=O)=O)=O 3-(3-methyl-5-{3-[3-(methylamino)propoxy]cyclobutyl}-2-oxo-1,3-benzodiazol-1-yl)piperidine-2,6-dione trifluoroacetate